ClC=1C=CC2=C(N(C3=C(CC2)C=CC=C3)CCCNC/C=C/C#N)C1 (E)-4-{[3-(3-chloro-10,11-dihydro-5H-dibenzo[b,f]azepin-5-yl)propyl]amino}but-2-enenitrile